3-acryl-3-allylazetidine-1-carboxylic acid tert-butyl ester C(C)(C)(C)OC(=O)N1CC(C1)(CC=C)C(=O)C=C